Gadolinium triphenylphosphonium salt C1(=CC=CC=C1)[PH+](C1=CC=CC=C1)C1=CC=CC=C1.[Gd+3]